L-2,6-diaminocaproic acid N[C@H](C(=O)O)CCCCN